CC1(CC(C1)C(=O)OC)C methyl 3,3-dimethylcyclobutane-1-carboxylate